6,7,8,9,10,11,12,13,14,15,16,17-dodecahydro-3H-cyclopenta[a]phenanthrene-17-carboxylic acid C1=CCC=C2CCC3C4CCC(C4CCC3C12)C(=O)O